3-(dimethylamino)-9-mesityl-1-methoxy-10-methylacridine CN(C=1C=C(C=2C(C3=CC=CC=C3N(C2C1)C)C1=C(C=C(C=C1C)C)C)OC)C